aluminum di(p-t-butylbenzoate) C(C)(C)(C)C1=CC=C(C(=O)[O-])C=C1.C(C)(C)(C)C1=CC=C(C(=O)[O-])C=C1.[Al+2]